2'-(difluoro-methyl)-N-(5-(6-(difluoromethyl)picolinoyl)-5,6-dihydro-4H-pyrrolo[3,4-d]thiazol-2-yl)-5'-methoxy-6-methyl-[4,4'-bipyridine]-3-carboxamide FC(C1=NC=C(C(=C1)C1=C(C=NC(=C1)C)C(=O)NC=1SC2=C(N1)CN(C2)C(C2=NC(=CC=C2)C(F)F)=O)OC)F